(2S,2'S)-2,2'-((((((2,2'-dimethyl-[1,1'-biphenyl]-3,3'-diyl)bis(azanediyl))bis(carbonyl))bis(pyridine-6,3-diyl))bis(methylene))bis(azanediyl))bis(4-hydroxybutanoic acid) CC1=C(C=CC=C1NC(=O)C1=CC=C(C=N1)CN[C@H](C(=O)O)CCO)C1=C(C(=CC=C1)NC(=O)C1=CC=C(C=N1)CN[C@H](C(=O)O)CCO)C